(3-bromo-1-methyl-1H-1,2,4-triazol-5-yl)methanamine BrC1=NN(C(=N1)CN)C